rac-benzyl (2,2'-spirobi[bicyclo[2.2.1]heptan]-3-yl)carbamate C12C3(C(C(CC1)C2)NC(OCC2=CC=CC=C2)=O)C2CCC(C3)C2